C(#N)C1=CC=C(C=C1)N1N=CC(=C1)CN1C2=C(C(=C(C1=O)O)C(=O)O)SC=C2 4-{[1-(4-cyanophenyl)-1H-pyrazol-4-yl]methyl}-6-hydroxy-5-oxo-4,5-dihydrothieno[3,2-b]pyridine-7-carboxylic acid